CC1(C(C(=C[C@@]2(CCN(C2)C(CC=2SC=C(N2)C(F)(F)F)=O)C1)C#N)=O)C (5S)-9,9-dimethyl-8-oxo-2-{[4-(trifluoromethyl)-1,3-thiazol-2-yl]acetyl}-2-azaspiro[4.5]dec-6-ene-7-carbonitrile